9-phosphabicyclo[4.2.1]nonane C12CCCCC(CC1)P2